CC1(OC2=C(C1)C(=C(C(=C2C)C)S(=O)(=O)NC(NCCC[C@H](N)C(=O)N[C@@H](CCC(=O)[O-])C(=O)[O-])=N)C)C Nω-((2,2,4,6,7-pentamethyl-2,3-dihydrobenzofuran-5-yl)sulfonyl)arginylglutamate